C(C)SC([C@H]1N(CCC1)C(=O)C1=CC(=C(OCC=2N=NN(C2)CCCOC2=C(C=C(C=C2)/C=C/C(=O)C2=C(C=CC=C2)O)OC)C=C1[N+](=O)[O-])OC)SCC (E)-3-[4-[3-[4-[[4-[(2S)-2-[Bis(ethylsulfanyl)methyl]pyrrolidine-1-carbonyl]-2-methoxy-5-nitrophenoxy]methyl]triazol-1-yl]propoxy]-3-methoxyphenyl]-1-(2-hydroxyphenyl)prop-2-en-1-one